2-((4-Amino-3-(4-hydroxyphenyl)-1H-pyrazolo[3,4-d]pyrimidin-1-yl)methyl)-5-ethynyl-3-(4-(methyl-sulfonyl)benzyl)quinazolin-4(3H)-one NC1=C2C(=NC=N1)N(N=C2C2=CC=C(C=C2)O)CC2=NC1=CC=CC(=C1C(N2CC2=CC=C(C=C2)S(=O)(=O)C)=O)C#C